4-((tert-butyldimethylsilyl)oxy)butan-1-amine hydrochloride Cl.[Si](C)(C)(C(C)(C)C)OCCCCN